7'-fluoro-5'-(4,4,5,5-tetramethyl-1,3,2-dioxaborolan-2-yl)spiro[cyclobutane-1,3'-indolin]-2'-one FC=1C=C(C=C2C3(C(NC12)=O)CCC3)B3OC(C(O3)(C)C)(C)C